O=C1C(=CC(C2=CC=CC=C12)=O)N[C@@H](C(=O)NC1=C(C=CC=C1)OC)CC1=CC=CC=C1 (R)-2-((1,4-dioxo-1,4-dihydronaphthalen-2-yl)amino)-3-phenyl-N-(2-methoxyphenyl)-propanamide